BrC1=CC=C2C=3C(C4=C(C(C3NC2=C1)(C)C)C=C(C(=C4)C#N)N4CCN(CC4)C4CC4)=O 3-Bromo-8-(4-cyclopropylpiperazin-1-yl)-6,6-dimethyl-11-oxo-6,11-dihydro-5H-benzo[b]carbazole-9-carbonitrile